CCOC1=CC=C(C=C1)C(COCC2=CC(=CC=C2)OC3=CC=C(C=C3)Cl)C(F)(F)F The molecule is an aromatic ether that is [3-(4-chlorophenoxy)phenyl]methanol in which the hydroxy group is replaced by a 2-(4-ethoxyphenyl)-3,3,3-trifluoropropoxy group. It is an aromatic ether, an organofluorine compound and a member of monochlorobenzenes.